[N+](=O)([O-])C1=CC=C(C(=O)OC2CC(C2)N2C=NC=C2C(F)(F)F)C=C1 [3-[5-(trifluoromethyl)imidazol-1-yl]cyclobutyl] 4-nitrobenzoate